4-(2-Chloro-6-cyclopropylpyridin-4-yl)-3-(4-methyl-1,2,4-triazol-3-yl)benzonitrile ClC1=NC(=CC(=C1)C1=C(C=C(C#N)C=C1)C1=NN=CN1C)C1CC1